13,9,10-trihydroxy-linoleate O/C(=C/C\C(=C(/CCCCCCCC(=O)[O-])\O)\O)/CCCCC